C(C)(C)OC1=C2C(=NC=C1)NC(=C2C2=CC=C1CCN(C1=C2)C(C=C)=O)C2=CC=C(C=C2)N2CCN(CC2)C 1-(6-(4-isopropoxy-2-(4-(4-methylpiperazin-1-yl)phenyl)-1H-pyrrolo[2,3-b]pyridin-3-yl)indolin-1-yl)prop-2-en-1-one